FC1=C2CCNC2=CC=C1C1=CN(C=2N=CN=C(C21)N)C(C)C 5-(4-fluoroindolin-5-yl)-7-isopropyl-7H-pyrrolo[2,3-d]pyrimidin-4-amine